FC1=C(C=CC=C1F)C1=NNC(=C1O)C 3-(2,3-difluorophenyl)-5-methyl-pyrazol-4-ol